2-benzyl-8-tert-butyl-decane-2,8-dicarboxylic acid C(C1=CC=CC=C1)C(C)(CCCCCC(CC)(C(=O)O)C(C)(C)C)C(=O)O